(R)-(3-((tert-butyldimethylsilyl)oxy)-2-(5-(4-methoxy-3-propoxyphenyl)pyridin-3-yl)propyl)boronic acid [Si](C)(C)(C(C)(C)C)OC[C@H](CB(O)O)C=1C=NC=C(C1)C1=CC(=C(C=C1)OC)OCCC